C1(=CC=CC=C1)C=1N=C(SC1)CC#N 2-(4-phenylthiazol-2-yl)acetonitrile